C(N)(OC1=C(C=CC=C1)N(C)C)=O N,N-dimethylaminophenyl carbamate